6-Ethyl-1,4-dihydro-5-methoxy-1-methyl-2,4-dioxo-N-[(tetrahydro-2-furanyl)methyl]pyrido[2,3-d]pyrimidine-3(2H)-acetamide C(C)C1=C(C2=C(N(C(N(C2=O)CC(=O)NCC2OCCC2)=O)C)N=C1)OC